C(C)OCCC[Si](OC)(OC)OC r-ethoxypropyl-trimethoxysilane